CC1(C=CC2=C(O1)C=C(C=C2)OC)C The molecule is a member of the class of chromenes that is 2H-chromene substituted by a methoxy group at position 7 and two methyl groups at position 2. It has a role as a member of precocenes and a plant metabolite. It is a member of chromenes and an aromatic ether.